ClC1=CC=C(C(=N1)C(=O)O)O[C@H](C)C=1C=C(C=C2C(C(=C(OC12)C=1C=NC=C(C1)F)C)=O)C 6-Chloro-3-[(1R)-1-[2-(5-fluoro-3-pyridyl)-3,6-dimethyl-4-oxo-chromen-8-yl]ethoxy]pyridine-2-carboxylic acid